N-((5-chloro-6-(2-(isoxazol-3-yl)ethoxy)-1H-indol-2-yl)methyl)-1-methylcyclopropanecarboxamide ClC=1C=C2C=C(NC2=CC1OCCC1=NOC=C1)CNC(=O)C1(CC1)C